4-cyclopenta-1,3-dienyl-butyl propionate C(CC)(=O)OCCCCC1=CC=CC1